COC1=C(C=CC=C1C1=NC(=NO1)CN1CCOCC1)NC1=CC=NC=C1C(=O)N 4-((2-methoxy-3-(3-(morpholinomethyl)-1,2,4-oxadiazol-5-yl)phenyl)amino)nicotinamide